ClC1=C(OC=2C(=NC=CC2)OCC(=O)OCC)C=C(C(=C1)F)N1C(N(C(=CC1=O)C(F)(F)F)C)=O Ethyl [3-[2-chloro-4-fluoro-5-(1-methyl-6-trifluoromethyl-2,4-dioxo-1,2,3,4-tetrahydropyrimidin-3-yl)phenoxy]-2-pyridyloxy]acetat